C(CCCCCCCCCCCCC)C1CN2CCOCCN(CCO1)CCOCC2 3-tetradecyl-4,10,15-trioxa-1,7-diazabicyclo[5.5.5]heptadecane